O=C1N(CCN1)CCN(CC#N)CC#N 2,2'-((2-(2-oxoimidazolidin-1-yl)ethyl)azanediyl)diacetonitrile